(2RS)-2-indazol-2-yl-2-phenyl-N-(2-pyridyl)acetamide N=1N(C=C2C=CC=CC12)[C@@H](C(=O)NC1=NC=CC=C1)C1=CC=CC=C1 |r|